COC1=C2C(NC(=NC2=CC(=C1)OC)C1=CC=C(C=C1)N1CC(CC1)NC)=O 5,7-dimethoxy-2-(4-(3-(methylamino)pyrrolidin-1-yl)phenyl)quinazolin-4(3H)-one